SCC(O)CO.[Na] sodium 1-thioglycerol